O[C@@H]1[C@H](O[C@H]([C@@H]([C@H]1O)O)CO)N1N=CC(=C1)C=1SC=C(N1)C(=O)N 2-(1-((2s,3s,4r,5r,6s)-3,4,5-trihydroxy-6-(hydroxymethyl)tetrahydro-2H-pyran-2-yl)-1H-pyrazol-4-yl)thiazole-4-carboxamide